FC(C1=CC(=NC(=C1)N)N)(F)F 4-trifluoromethyl-2,6-pyridinediamine